7-{1-[1-(2,5-Difluorophenyl)-1H-1,2,3-triazol-4-yl]propyl}-5-(5-fluoro-2-methoxypyridin-3-yl)-7H-pyrrolo[2,3-d]pyrimidin-4-amine FC1=C(C=C(C=C1)F)N1N=NC(=C1)C(CC)N1C=C(C2=C1N=CN=C2N)C=2C(=NC=C(C2)F)OC